C1C=CC2=NN3C(=CN21)C=CC=C3 pyrido[2,1-f]pyrrolo[2,1-c][1,2,4]triazine